3-(2,5-dimethyl-1H-pyrrol-1-yl)-5-iodo-1-(trifluoromethyl)-1H-pyrazole CC=1N(C(=CC1)C)C1=NN(C(=C1)I)C(F)(F)F